FC1=C2C=CC=NC2=C(C=C1)B(O)O 5-FLUOROQUINOLINE-8-BORONIC ACID